C(#N)C=1SC(=C(N1)C(=O)N([C@@H]1C(CC1)(C)C)NC1=CC(=NC(=C1)F)F)C 2-cyano-[(2,6-difluoro-4-pyridyl)amino]-N-[(1S)-2,2-dimethylcyclobutyl]-5-methyl-thiazole-4-carboxamide